N=1C=CN2C1C=CC(=C2)CN2N=NC=1C2=NC(=CN1)C=1C=NN(C1)CP(C)(C)=O ((4-(1-(imidazo[1,2-a]pyridin-6-ylmethyl)-1H-[1,2,3]triazolo[4,5-b]pyrazin-6-yl)-1H-pyrazol-1-yl)methyl)dimethylphosphine oxide